C(C(C)C)N1CC2(C1)CC(C2)NC2=NN1C(C=N2)=C(C=C1)C1=CC=C2C(=N1)N(C(=N2)C)CCOC N-(2-isobutyl-2-azaspiro[3.3]heptan-6-yl)-5-(3-(2-methoxyethyl)-2-methyl-3H-imidazo[4,5-b]pyridin-5-yl)pyrrolo[2,1-f][1,2,4]triazin-2-amine